2-cyano-3-(dimethylamino)acrylamide C(#N)C(C(=O)N)=CN(C)C